CC(C(=O)O)CCCC(CCCCCC)C 2,6-dimethyl-dodecanoic acid